[Cl-].C(N)(=O)[C@@H]1C[C@@]2(CN1C([C@H](CC(C)(C)F)[NH3+])=O)C(NC1=CC=C(C=C12)Cl)=O (S)-1-((3R,5'S)-5'-carbamoyl-5-chloro-2-oxospiro[indoline-3,3'-pyrrolidin]-1'-yl)-4-fluoro-4-methyl-1-oxopentan-2-aminium chloride